C1(CC1)C[C@H]1CNC(O1)=O (S)-5-(cyclopropylmethyl)oxazolidin-2-one